rel-3-ethyl-1-methyl-N-{2-[(2R)-1-methylpyrrolidin-2-yl]imidazo[1,2-a]pyrazin-6-yl}-1H-indazole-6-carboxamide C(C)C1=NN(C2=CC(=CC=C12)C(=O)NC=1N=CC=2N(C1)C=C(N2)[C@@H]2N(CCC2)C)C |o1:23|